methyl 3-(piperazin-1-yl)propanoate di-hydrochloride Cl.Cl.N1(CCNCC1)CCC(=O)OC